ethyl 4-bromo-3-{[2-(trimethylsilyl)ethoxy]methyl}-3H-imidazole-2-carboxylate BrC=1N(C(=NC1)C(=O)OCC)COCC[Si](C)(C)C